3-(ISO-PROPYL)THIOPHENE-2-BORONIC ACID C(C)(C)C1=C(SC=C1)B(O)O